6-(3-isopropyl-5-(piperidin-4-yl)-1H-indol-2-yl)-7,8-dimethyl-[1,2,4]triazolo[1,5-a]pyridine C(C)(C)C1=C(NC2=CC=C(C=C12)C1CCNCC1)C=1C(=C(C=2N(C1)N=CN2)C)C